(5S)-8,9-difluoro-5-(methylamino)-5,6-dihydro-4H-pyrrolo[3,2,1-ij]quinolin-6-ol FC=1C=C2C([C@H](CN3C2=C(C1F)C=C3)NC)O